N-butyl-N,N-di[2-(4-t-Butylbenzoyloxy)ethyl]-N-methylammonium monomethylsulfate COS(=O)(=O)[O-].C(CCC)[N+](C)(CCOC(C1=CC=C(C=C1)C(C)(C)C)=O)CCOC(C1=CC=C(C=C1)C(C)(C)C)=O